FC1=C(C=O)C(=CC(=C1)NC1CN(C1)CCCF)F 2,6-difluoro-4-((1-(3-fluoropropyl)azetidin-3-yl)amino)benzaldehyde